(2E,4E)-5-(4-Bromophenyl)-2,4-pentadienal BrC1=CC=C(C=C1)/C=C/C=C/C=O